2-(2-chloro-6-fluorophenyl)-1,3-oxazole-5-carboxamide ClC1=C(C(=CC=C1)F)C=1OC(=CN1)C(=O)N